C(CCCCCCCCCCCC)N(CCO)CCO N-tridecyl-diethanolamine